FC(OC=1C=CC(=NC1)N1CC[C@@H]2CNCC[C@@H]21)(F)F (3aR,7aS)-1-[5-(trifluoromethoxy)-2-pyridyl]-2,3,3a,4,5,6,7,7a-octahydropyrrolo[3,2-c]pyridine